(R)-potassium 1-(6-iodo-8-(4-(trifluoromethoxy)phenyl)quinoxalin-5-yl)ethane-1,2-diol IC=1C(=C2N=CC=NC2=C(C1)C1=CC=C(C=C1)OC(F)(F)F)C(CO)O.[K]